[Os+]=O Osmium(III) Oxide